C(CC)(=O)OC(C)OC1=CC=C(C=C1)CN1N=CN(C1=O)C1=CC=C(C=C1)Br 2-(4-((4-(4-bromophenyl)-5-oxo-4,5-dihydro-1H-1,2,4-triazol-1-yl)methyl)phenoxy)-2-ethyl propionate